ClC=1C=CC(=C(C1)CC(=O)NC1=CC(=NC=C1)C(=O)NC(CN1CCOCC1)(C)C)O 4-[[2-(5-chloro-2-hydroxy-phenyl)acetyl]amino]-N-(1,1-dimethyl-2-morpholino-ethyl)pyridine-2-carboxamide